(1S,3aS,6aR)-2-((S)-2-acetamido-2-phenylacetyl)-N-((S,E)-4-fluoro-4-(methylsulfonyl)-1-((S)-2-oxopyrrolidin-3-yl)but-3-en-2-yl)octahydrocyclopenta[c]pyrrole-1-carboxamide C(C)(=O)N[C@H](C(=O)N1[C@@H]([C@H]2[C@@H](C1)CCC2)C(=O)N[C@@H](C[C@H]2C(NCC2)=O)\C=C(\S(=O)(=O)C)/F)C2=CC=CC=C2